C1(=CC=C(C=C1)C(=O)O)C1=CC=C(C=C1)C(=O)O 4,4'-biphenyl-dicarboxylic acid